COC(=O)C1NC2=C(OC1(C)C)C=CC=C2[N+](=O)[O-] 2,2-dimethyl-5-nitro-3,4-dihydro-2H-benzo[b][1,4]oxazine-3-carboxylic acid methyl ester